1-(1-(3-chloro-5-(methoxymethyl)phenyl)-2-(dimethylamino)ethyl)-4-(5-morpholino-1H-pyrrolo[2,3-b]pyridin-3-yl)pyridin-2(1H)-one ClC=1C=C(C=C(C1)COC)C(CN(C)C)N1C(C=C(C=C1)C1=CNC2=NC=C(C=C21)N2CCOCC2)=O